tris(2,4-di-t-butylphenyl) phosphate (phosphate) P(=O)(O)(O)O.P(=O)(OC1=C(C=C(C=C1)C(C)(C)C)C(C)(C)C)(OC1=C(C=C(C=C1)C(C)(C)C)C(C)(C)C)OC1=C(C=C(C=C1)C(C)(C)C)C(C)(C)C